S1C=NC=C1C1=CC2=C([N+](=CN=[N+]2[O-])[O-])C=C1 7-(thiazol-5-yl)benzo[e][1,2,4]triazine-1,4-dioxide